N-octadecyl-maleamid C(CCCCCCCCCCCCCCCCC)NC(\C=C/C(=O)N)=O